CN1N=C(C=C1)CON1C(C2=CC(=CC=C2C1)C1=CN(C=C1)C)=O ((1-methyl-1H-pyrazol-3-yl)methoxy)-6-(1-methyl-1H-pyrrol-3-yl)isoindolin-1-one